ClC=1C=CC=C2C=CC=C(C12)N1CC=2N=C(N=C(C2CC1)N1C[C@@H](N(CC1)C(C=C)=O)CC#N)OC[C@H]1NCCC1 2-[(2S)-4-[7-(8-chloro-1-naphthyl)-2-[[(2S)-pyrrolidin-2-yl]methoxy]-6,8-dihydro-5H-pyrido[3,4-d]pyrimidin-4-yl]-1-prop-2-enoyl-piperazin-2-yl]acetonitrile